2-((S)-4-{2-[((2S,4r)-4-fluoro-1-methylpyrrolidin-2-yl)methoxy]-7-(8-methylnaphthalen-1-yl)-5,6,7,8-tetrahydropyridino[3,4-d]pyrimidin-4-yl}piperazin-2-yl)acetonitrile F[C@@H]1C[C@H](N(C1)C)COC=1N=C(C2=C(N1)CN(CC2)C2=CC=CC1=CC=CC(=C21)C)N2C[C@@H](NCC2)CC#N